NC1=NN(C2=CC(=CC(=C12)OC)CN1N=CC(=C1)CNC(=O)OC(C)(C)C)C(=O)OC(C)(C)C tert-butyl 3-amino-6-((4-(((tert-butoxy carbonyl)amino)methyl)-1H-pyrazol-1-yl)methyl)-4-methoxy-1H-indazole-1-carboxylate